BrC1=CC=C(C=C1)NC(=O)N[C@H](C(=O)N(C)CC(=O)O)CC(C)C {[(2S)-2-{[(4-bromophenyl)carbamoyl]amino}-4-methylpentanoyl](methyl)amino}acetic acid